2-phenyl-1-(p-tolyl)-1,2,3,4-tetrahydroisoquinoline C1(=CC=CC=C1)N1C(C2=CC=CC=C2CC1)C1=CC=C(C=C1)C